Phenyl bis(2-chloroethyl)carbamate ClCCN(C(OC1=CC=CC=C1)=O)CCCl